OC1=CC=C(C=C1)\C=C\C(=O)C1=CC=C(C=C1)OCCCCCCCC 4-Hydroxy-4'-octyloxy-chalcone